C(CCC)[Sn](C=C)(CCCC)CCCC tributyl(ethenyl)stannane